triisopropyl-((6-(methoxymethoxy)-8-(4,4,5,5-tetramethyl-1,3,2-dioxaborolan-2-yl)naphthalene-1-yl)ethynyl)silane C(C)(C)[Si](C#CC1=CC=CC2=CC(=CC(=C12)B1OC(C(O1)(C)C)(C)C)OCOC)(C(C)C)C(C)C